5-(4-fluorophenyl)-1,3,4-thiadiazol-2-amine FC1=CC=C(C=C1)C1=NN=C(S1)N